6-[6-(2,4-dichloro-6-hydroxy-phenyl)pyridazin-3-yl]-6-azaspiro[3.4]octan-2-ol ClC1=C(C(=CC(=C1)Cl)O)C1=CC=C(N=N1)N1CC2(CC(C2)O)CC1